C12N(CC(NC1)CC2)C=2C1=C(N=C(N2)OC([2H])([2H])[C@H]2N(CCC2)C)C(N(C(=C1)C(F)(F)F)C1=CC(=CC2=CC=C(C(=C12)C#C)F)O)=O 4-(2,5-Diazabicyclo[2.2.2]octan-2-yl)-7-(8-ethynyl-7-fluoro-3-hydroxynaphthalen-1-yl)-2-(((S)-1-methylpyrrolidin-2-yl)methoxy-d2)-6-(trifluoromethyl)pyrido[3,4-d]pyrimidin-8(7H)-one